C1(CC1)N1C(C=2C3=C(N(N=C3CC1)C1=NNC=C1)N=C(C2)N2[C@@H](COCC2)C)=O (R)-7-cyclopropyl-4-(3-methylmorpholino)-2-(1H-pyrazol-3-yl)-2,7,8,9-tetrahydro-6H-1,2,3,7-tetraazabenzo[cd]azulene-6-one